C1=CC=CC=2C3=CC=CC=C3C(C12)COC(NCC(NCOCCOCCC(=O)OCC1=CC=CC=C1)=O)=O benzyl 1-(9H-fluoren-9-yl)-3,6-dioxo-2,9,12-trioxa-4,7-diazatetradecan-14-carboxylate